2-(4-(((2-(4-(dimethylamino)phenyl)benzothiazol-6-yl)oxy)methyl)-1H-1,2,3-triazol-1-yl)acetamide CN(C1=CC=C(C=C1)C=1SC2=C(N1)C=CC(=C2)OCC=2N=NN(C2)CC(=O)N)C